(S)-1-amino-4-(4-((4-methylpyridin-2-yl)carbamoyl)phenyl)-2-(1-propynylpiperidin-2-yl)-1H-imidazole-5-carboxamide NN1C(=NC(=C1C(=O)N)C1=CC=C(C=C1)C(NC1=NC=CC(=C1)C)=O)[C@H]1N(CCCC1)C#CC